O.P(=O)([O-])([O-])O.[Ca+2] monocalcium orthophosphate monohydrate